hydroxy(hydroxy)benzene OC1=C(C=CC=C1)O